3-amino-N-((R)-7-((R)-3,3-difluoropiperidin-4-yl)chroman-3-yl)-6-methylthieno[2,3-b]pyridine-2-carboxamide NC1=C(SC2=NC(=CC=C21)C)C(=O)N[C@H]2COC1=CC(=CC=C1C2)[C@@H]2C(CNCC2)(F)F